C(N)(=O)C1=NC=C(C2=C1NC=1CCCCC21)C2CNCCC2 3-(1-carbamoyl-6,7,8,9-tetrahydro-5H-pyrido[3,4-b]Indol-4-yl)piperidine